ClC=1C=C2C(=NC=NC2=CC1C1=NC(=CC2=CC=CC=C12)NCC#N)N1CCN(CC1)C(C=C)=O 2-[(1-[6-chloro-4-[4-(prop-2-enoyl)piperazin-1-yl]quinazolin-7-yl]isoquinolin-3-yl)amino]acetonitrile